BrC1=C(C=C(N=N1)CO)C (6-Bromo-5-methylpyridazin-3-yl)methanol